4,5-dimethyl-1H-benzimidazole-2-carbaldehyde CC1=C(C=CC=2NC(=NC21)C=O)C